2,3,5,6-tetramethyl-1,4-dioxane-2,5-diol CC1(OC(C(OC1C)(O)C)C)O